O1C(=CC=C1)S(=O)(=O)N1CCC2(CC(OC2=O)CCN2CCN(CC2)C2=CC=C(C=C2)C)CC1 8-(furan-2-ylsulfonyl)-3-(2-(4-(p-tolyl)piperazin-1-yl)ethyl)-2-oxa-8-azaspiro[4.5]decan-1-one